(2,2-dimethylpropyl)benzene CC(CC1=CC=CC=C1)(C)C